2-methyl-5-octyn-4-ol CC(C)CC(C#CCC)O